NC(C)(CCC)C1=CC=C(C=C1)C(C)(CCC)N p-bis(2-amino-2-pentyl)benzene